ClC1=CC=C(C=C1)[C@H]([C@H]1O[C@H]([C@@H]([C@@H]1O)O)N1N=CC2=C1NC=NC2=NN)F (2S,3S,4R,5R)-2-((R)-(4-chlorophenyl)fluoromethyl)-5-(4-hydrazineylidene-4,7-dihydro-1H-pyrazolo[3,4-d]pyrimidin-1-yl)tetrahydrofuran-3,4-diol